C1C(C(=O)C2=C(C=C(C=C2O1)O[C@H]3[C@@H]([C@H]([C@@H]([C@H](O3)CO)O)O)O)O)C4=CC=C(C=C4)O The molecule is a hydroxyisoflavanone that is dihydrogenistein in which the phenolic hydrogen at position 7 has been replaced by a beta-D-glucosyl residue. It has a role as a plant metabolite. It is a beta-D-glucoside, a hydroxyisoflavanone and a monosaccharide derivative. It derives from a dihydrogenistein.